NC1CCN(CC1)C=1C=C2C=C(N(C2=CC1)C1=CC=C(C(=O)N)C=C1)C1=CC(=C(C=C1)OC)F 4-(5-(4-aminopiperidin-1-yl)-2-(3-fluoro-4-methoxyphenyl)-1H-indol-1-yl)benzamide